ETHOXYPYRIDINE-2-CARBOXAMIDE C(C)OC=1C(=NC=CC1)C(=O)N